6-FORMYLPYRAZOLO[1,5-A]PYRIMIDINE-3-CARBOXAMIDE C(=O)C=1C=NC=2N(C1)N=CC2C(=O)N